tert-butyl (6-(6-chloropyrimidin-4-yl)-1,2,3,4-tetrahydronaphthalen-1-yl)carbamate ClC1=CC(=NC=N1)C=1C=C2CCCC(C2=CC1)NC(OC(C)(C)C)=O